C(OC(C)N1N=C(C=C(C1=O)C(C([2H])([2H])[2H])(C([2H])([2H])[2H])[2H])OC1=C(C=C(C=C1Cl)N1N=C(C(NC1=O)=O)C#N)Cl)(OC(C)C)=O 1-(3-(2,6-dichloro-4-(6-cyano-3,5-dioxo-4,5-dihydro-1,2,4-triazin-2(3H)-yl)phenoxy)-6-oxo-5-(propan-2-yl-d7)pyridazin-1(6H)-yl)ethyl isopropyl carbonate